methyl 3-(4-(4-methoxyphenoxy) phenyl)-3-oxopropionate COC1=CC=C(OC2=CC=C(C=C2)C(CC(=O)OC)=O)C=C1